ClC=1C=C2C(=C(C(NC2=CC1)=O)C1=NN(C(C1)C=1C=NC=CC1)C(CCC(=O)O)=O)C1=CC=CC=C1 4-(3-(6-chloro-2-oxo-4-phenyl-1,2-dihydroquinolin-3-yl)-5-(pyridin-3-yl)-4,5-dihydro-1H-pyrazol-1-yl)-4-oxobutanoic acid